{6-[(1R)-1-amino-3,3-difluoro-8-azaspiro[4.5]decan-8-yl]-3-(4-chloro-2-methyl-2H-indazol-5-yl)-1H-pyrazolo[3,4-b]pyrazin-5-yl}methanol N[C@@H]1CC(CC12CCN(CC2)C2=C(N=C1C(=N2)NN=C1C1=C(C2=CN(N=C2C=C1)C)Cl)CO)(F)F